tert-butyl (4-((2-(2,6-dioxopiperidin-3-yl)-1,3-dioxoisoindolin-4-yl)amino)butyl)carboxylate O=C1NC(CCC1N1C(C2=CC=CC(=C2C1=O)NCCCCC(=O)OC(C)(C)C)=O)=O